6-(trifluoroacetylamino)-hexyl (2-cyanoethyl)-(N,N-diisopropyl)-phosphoramidite C(#N)CCP(OCCCCCCNC(C(F)(F)F)=O)([O-])N(C(C)C)C(C)C